FC=1C(=NC=CC1C=1C=C2C=CNC2=CC1)C 5-(3-fluoro-2-methylpyridin-4-yl)indole